ClC1=C2C(=NC=C1OC)N(C=C2)[Si](C(C)C)(C(C)C)C(C)C (4-chloro-5-methoxy-pyrrolo[2,3-b]pyridin-1-yl)-triisopropyl-silane